1-(3-(((2'-chloro-4,5,5',6'-tetrahydro-2H-spiro[furan-3,8'-pyrano[3,4-b]pyridin]-4'-yl)oxy)methyl)azetidin-1-yl)ethan-1-one ClC1=CC(=C2C(=N1)C1(OCC2)COCC1)OCC1CN(C1)C(C)=O